ClC=1C=C(C=CC1F)NC(N(CCCO)C(C)C1=CN(C(C2=CC(=C(C=C12)F)F)=O)C)=O 3-(3-chloro-4-fluorophenyl)-1-(1-(6,7-difluoro-2-methyl-1-oxo-1,2-dihydroisoquinolin-4-yl)ethyl)-1-(3-hydroxypropyl)urea